N[C@H](C(=O)N[C@@H](CC1=CC2=CC=CC=C2C=C1)CC(NC=1C=NC2=CC=CC=C2C1)=O)CCCN (S)-2,5-diamino-N-((S)-1-(naphthalen-2-yl)-4-oxo-4-(quinolin-3-ylamino)butan-2-yl)pentanamide